4-[7-isopropoxy-6-(pyrimidine-4-carbonylamino)imidazo[1,2-a]pyridin-2-yl]piperidine-1-carboxylic acid tert-butyl ester C(C)(C)(C)OC(=O)N1CCC(CC1)C=1N=C2N(C=C(C(=C2)OC(C)C)NC(=O)C2=NC=NC=C2)C1